ClC1=CNC2=C(C=CC=C12)NS(=O)(=O)C1=CN=C(S1)C(F)F N-(3-chloro-1H-indol-7-yl)-2-(difluoromethyl)thiazole-5-sulfonamide